2-linoleyloxy-N,N-dimethyl-3-aminopropane C(CCCCCCC\C=C/C\C=C/CCCCC)OC(C)CN(C)C